NC[C@H](CC1=CC(=CC=C1)F)NC(=O)C=1SC(=C(C1)C1=C(C=NN1C)Cl)Cl N-{(1S)-2-amino-1-[(3-fluorophenyl)methyl]ethyl}-5-chloro-4-(4-chloro-1-methyl-1H-pyrazol-5-yl)-2-thiophenecarboxamide